(4aR,8aS)-6-(3-(1-(R or S)-(4-(Trifluoromethyl)phenyl)ethoxy)azetidine-1-carbonyl)hexahydro-2H-pyrido[4,3-b][1,4]oxazin-3(4H)-one FC(C1=CC=C(C=C1)[C@@H](C)OC1CN(C1)C(=O)N1C[C@@H]2[C@@H](OCC(N2)=O)CC1)(F)F |o1:8|